FC(C#C)(F)C1CN(C1)C(=O)OC(C)(C)C tert-butyl 3-(1,1-difluoroprop-2-yn-1-yl)azetidine-1-carboxylate